2-[4-({(1R)-1-[3-(difluoromethyl)-2-fluorophenyl]ethyl}amino)-2-methylpyrido[3,4-d]pyrimidin-6-yl]-2,6-diazaspiro[3.4]octan-5-one FC(C=1C(=C(C=CC1)[C@@H](C)NC=1C2=C(N=C(N1)C)C=NC(=C2)N2CC1(C2)C(NCC1)=O)F)F